2,3,5,6-tetrafluoro-4-trifluoromethoxybenzoic acid FC1=C(C(=O)O)C(=C(C(=C1F)OC(F)(F)F)F)F